CCC(CCCCCCCCCCCCCCC)[NH+](C)C 3-octadecyldimethylammonium